F[Si](C(C(F)(F)F)(F)F)(I)F Difluoroiodo(pentafluoroethyl)-silane